2-amino-N-[dideuterio-[6-[dideuterio-(5-morpholino-3-pyridyl)methyl]-2-pyridyl]methyl]-8-methoxy-quinazoline-4-carboxamide NC1=NC2=C(C=CC=C2C(=N1)C(=O)NC(C1=NC(=CC=C1)C(C=1C=NC=C(C1)N1CCOCC1)([2H])[2H])([2H])[2H])OC